tert-Butyl (2-(4-cyanophenyl)propyl)carbamate C(#N)C1=CC=C(C=C1)C(CNC(OC(C)(C)C)=O)C